[Si](C)(C)(C(C)(C)C)O[C@H]1[C@@H](CCCC1)NS(=O)(=O)C N-[(1R,2R)-2-[tert-butyl(dimethyl)silyl]oxycyclohexyl]methanesulfonamide